NCCCN(CC(CCCCCC(=O)OC(CCCCCCCC)CCCCCCCC)O[Si](C)(C)C(C)(C)C)CC(CCCC(=O)OCCCCCCCCCCC)O[Si](C)(C)C(C)(C)C 1-octylnonyl 8-[(3-aminopropyl){2-[(tert-butyl)bis(methyl)siloxy]-5-(undecyloxycarbonyl) pentyl}amino]-7-[(tert-butyl)bis(methyl)siloxy]octanoate